methyl 4-cyclopropyl-2-hydroxy-3-((1R,2S,5S)-3-((S)-2-isobutyramido-3,3-dimethylbutanoyl)-6,6-dimethyl-3-azabicyclo[3.1.0]hexane-2-carboxamido)butanoate C1(CC1)CC(C(C(=O)OC)O)NC(=O)[C@@H]1[C@H]2C([C@H]2CN1C([C@H](C(C)(C)C)NC(C(C)C)=O)=O)(C)C